acryloylaminopentylcarboxylate C(C=C)(=O)NCCCCCC(=O)[O-]